3-[(3R)-3-[1-[5-cyano-4-[[(1R)-1-(2,4-dichlorophenyl)ethyl]amino]pyrimidin-2-yl]azetidin-3-yl]-1-piperidyl]cyclobutanecarboxylic acid C(#N)C=1C(=NC(=NC1)N1CC(C1)[C@@H]1CN(CCC1)C1CC(C1)C(=O)O)N[C@H](C)C1=C(C=C(C=C1)Cl)Cl